ethyl (2R)-3-(4-cyano-1H-pyrazol-1-yl)-2-hydroxypropionate C(#N)C=1C=NN(C1)C[C@H](C(=O)OCC)O